ClC1=NC=2C=CC=CC2C2=C1NC(N2CC2=CC(=CC=C2)CN(CC)CC)=O 4-chloro-1-(3-((diethylamino)methyl)benzyl)-1H-imidazo[4,5-c]quinolin-2(3H)-one